methyl (2S)-2-{7-[(2R)-3-tert-butoxy-1-methoxy-1-oxopropan-2-yl]-1,4,7,10-tetraazacyclododecan-1-yl}-5-{4-[2-(2-ethoxyethoxy)ethoxy]phenyl}pentanoate C(C)(C)(C)OC[C@H](C(=O)OC)N1CCNCCN(CCNCC1)[C@H](C(=O)OC)CCCC1=CC=C(C=C1)OCCOCCOCC